1-phenylpropane-1-on C1(=CC=CC=C1)C(CC)=O